2-(4-fluoro-5-methylphenyl)quinoline FC1=CC=C(C=C1C)C1=NC2=CC=CC=C2C=C1